NC=1N=C(C2=C(N1)C=CN(C2=O)CC2=C(C=C(C=C2)C(=O)N2CCNCC2)OC)N[C@H](C)CCC (R)-2-amino-6-(2-methoxy-4-(piperazine-1-carbonyl)benzyl)-4-(pentan-2-ylamino)pyrido[4,3-d]pyrimidin-5(6H)-one